4-{4-fluoro-2-[(3R)-3-methylmorpholine-4-carbonyl]phenyl}-1-methyl-6-(1-{2-methyl-1-[(1r,3r)-3-[(3S)-3-methoxypyrrolidin-1-yl]cyclobutyl]propyl}azetidin-3-yl)-1H-indazole FC1=CC(=C(C=C1)C1=C2C=NN(C2=CC(=C1)C1CN(C1)C(C(C)C)C1CC(C1)N1C[C@H](CC1)OC)C)C(=O)N1[C@@H](COCC1)C